C(=O)NNC(=O)C1=NC(=NC=C1)N1CC2(CN(C2)C2=NC(=NC(=C2)C(F)(F)F)C)CC1 N'-formyl-2-(2-(2-methyl-6-(trifluoromethyl)pyrimidin-4-yl)-2,6-diazaspiro[3.4]octan-6-yl)pyrimidine-4-carbohydrazide